C(C)(C)(C)OC(N[C@@H]1CN(CCC1)N=O)=O (S)-(1-nitrosopiperidin-3-yl)carbamic acid tert-butyl ester